C(C=C)C1(CN(CC1)C(=O)OC(C)(C)C)O tert-butyl 3-allyl-3-hydroxy-pyrrolidine-1-carboxylate